N1=NC(=CC=C1)C=1C=NC(=NC1)NC1=CC(=CC=C1)C=1NC2=C(C=NC(=C2)C(F)(F)F)N1 5-pyridazin-3-yl-N-[3-[6-(trifluoromethyl)-1H-imidazo[4,5-c]pyridin-2-yl]phenyl]pyrimidin-2-amine